N1C=CC2=CC=CC(=C12)N indole-7-amine